COC1=NC=2CCC(C(C2C=N1)=O)(C)C 2-methoxy-6,6-dimethyl-7,8-dihydroquinazolin-5(6H)-one